(1R,6R)-6-{[7-bromo-2-(1-methyl-1H-pyrazol-4-yl)[1,2,4]triazolo[1,5-c]quinazolin-5-yl]amino}-1λ4,4-thiazepan-1,5-dione BrC1=CC=CC=2C=3N(C(=NC12)N[C@@H]1C(NCC[S@](C1)=O)=O)N=C(N3)C=3C=NN(C3)C